4-cyclopropyl-2-fluoro-N-(imidazo[1,2-a]pyridin-7-ylcarbamoyl)benzamide iron [Fe].C1(CC1)C1=CC(=C(C(=O)NC(NC2=CC=3N(C=C2)C=CN3)=O)C=C1)F